BrC=1C=C2[C@]3(C(NC(C2=CC1)=O)=O)[C@H](C3)C (1R,2s)-6'-bromo-2-methyl-1'h-spiro[cyclopropane-1,4'-isoquinoline]-1',3'(2'h)-dione